C(C1(C)C(C)(C)C(C(=O)[O-])CC1)(=O)[O-] camphoric acid anion